5-Methyl-3-amino-1H-pyrazole CC1=CC(=NN1)N